COC=1C=C2CCC(C2=CC1)O 5-methoxy-2,3-dihydro-1H-inden-1-ol